COC(C(=COC)C1=C(C=CC=C1)C1=CC(=CC=C1)OC1=CC=CC=C1)=O methyl-2-[2-(3-phenoxyphenyl) phenyl]-3-methoxy-propenoate